6-(3-bromo-2-methylphenoxy)-2-methoxynicotinaldehyde BrC=1C(=C(OC2=NC(=C(C=O)C=C2)OC)C=CC1)C